6-chloro-1-(2-cyanobenzyl)-7-(naphthalen-1-ylmethyl)-5-oxo-8-(3-(trifluoromethyl)phenyl)-1,2,3,5-tetrahydroimidazo[1,2-a]pyridine-3-carboxylic acid ClC1=C(C(=C2N(C1=O)C(CN2CC2=C(C=CC=C2)C#N)C(=O)O)C2=CC(=CC=C2)C(F)(F)F)CC2=CC=CC1=CC=CC=C21